C1=CC=NC(=C1)C2=CC=CC=N2 2,2''-bipyridine